N=1C(C(C=CC1)=O)(C1=NC=CC=C1)C=O 2-bipyridinealone